2-benzyl 3-methyl 4-oxo-2-azabicyclo[3.2.0]heptane-2,3-dicarboxylate O=C1C(N(C2CCC12)C(=O)OCC1=CC=CC=C1)C(=O)OC